S=C1N(CC2=CC=C(C=C12)CN1CCN(CC1)C1=NC=C(C=C1)C(F)(F)F)C1C(NC(CC1)=O)=O 3-(1-thioxo-6-((4-(5-(trifluoromethyl)pyridin-2-yl)piperazin-1-yl)methyl)isoindolin-2-yl)piperidine-2,6-dione